2-(2-(2-Fluoro-5-((6-fluoro-4-(methylthio)-1H-indol-5-yl)oxy)phenyl)-1H-imidazol-5-yl)-2-(3-iodophenyl)propan-1-ol FC1=C(C=C(C=C1)OC=1C(=C2C=CNC2=CC1F)SC)C=1NC(=CN1)C(CO)(C)C1=CC(=CC=C1)I